CC1=C(C=C(C=C1)NC(OC(C)(C)C)=O)SC tert-butyl (4-methyl-3-(methylthio)phenyl)carbamate